tert-butyl 3-([4-[2-(2,6-dioxopiperidin-3-yl)-1,3-dioxoisoindol-5-yl]piperazin-1-yl]methyl)azetidine-1-carboxylate O=C1NC(CCC1N1C(C2=CC=C(C=C2C1=O)N1CCN(CC1)CC1CN(C1)C(=O)OC(C)(C)C)=O)=O